2,9-DIACETOXYUNDECAN C(C)(=O)OC(C)CCCCCCC(CC)OC(C)=O